5-hydroxythiazole-2-carboxylate OC1=CN=C(S1)C(=O)[O-]